6-(5-chloro-1,3-benzoxazol-2-yl)spiro[3.3]heptan-2-yl-5-[(R)-cyclopropylsulfonimidoyl]furan-2-carboxamide ClC=1C=CC2=C(N=C(O2)C2CC3(CC(C3)C3=C(OC(=C3)[S@@](=O)(=N)C3CC3)C(=O)N)C2)C1